FC=1C=C(C=NC1)C1=NC(=C2N=CN(C2=N1)[C@H]1[C@@H]([C@@H]([C@H](S1(=O)=O)C(=O)NC)O)O)NCC1=NC=CC(=C1)C (2S,3S,4R,5R)-5-(2-(5-fluoropyridin-3-yl)-6-(((4-methylpyridin-2-yl)methyl)-amino)-9H-purin-9-yl)-3,4-dihydroxyl-N-methyltetrahydrothiophen-2-formamide 1,1-dioxide